[2-(1,2,4-triazol-1-yl)phenyl]methanone N1(N=CN=C1)C1=C(C=CC=C1)C=O